ClC=1C=NC(=C(C(=O)NC2CCC(CC2)CN2C(N(C3=C2C=CC=C3)C=3C(=NC(=CC3)NC)C)=O)C1)C 5-chloro-2-methyl-N-((1r,4r)-4-((3-(2-methyl-6-(methyl-amino)pyridin-3-yl)-2-oxo-2,3-dihydro-1H-benzo[d]imidazol-1-yl)methyl)cyclohexyl)nicotinamide